N-[(3-amino-4-bromophenyl)methyl]-N-(2-methanesulfonylpyridin-3-yl)-6-(trifluoromethyl)pyridine-3-carboxamide NC=1C=C(C=CC1Br)CN(C(=O)C=1C=NC(=CC1)C(F)(F)F)C=1C(=NC=CC1)S(=O)(=O)C